O1COCC2=C1C=CC(=C2)C(N2CCN(CC2)C(=O)OC2=CC=C(C=C2)OC)C2=CC1=C(OCOC1)C=C2 4-methoxyphenyl 4-(bis(4H-benzo[d][1,3]dioxin-6-yl)methyl)piperazine-1-carboxylate